7-(trifluoromethyl)-10H-phenoxazine-3-carbaldehyde oxime FC(C=1C=C2OC=3C=C(C=CC3NC2=CC1)C=NO)(F)F